2-(6-fluoroindol-1-yl)ethanol FC1=CC=C2C=CN(C2=C1)CCO